4-[(4-chlorobenzoyl)amino]benzoate ClC1=CC=C(C(=O)NC2=CC=C(C(=O)[O-])C=C2)C=C1